CN1N=C(C=C1C)NC1=NC=C(C(=N1)C1=CNC2=C(C=CC=C12)NC(CN1C[C@H](CC1)NC(OC(C)(C)C)=O)=O)C tert-butyl (S)-(1-(2-((3-(2-((1,5-dimethyl-1H-pyrazol-3-yl)amino)-5-methylpyrimidin-4-yl)-1H-indol-7-yl)amino)-2-oxoethyl)pyrrolidin-3-yl)carbamate